4-(2-(3-(3-oxa-8-azabicyclo[3.2.1]octan-8-yl)propoxy)-4-((1R,5S)-3,8-diAzabicyclo[3.2.1]octan-3-yl)-5,8-difluoroquinazolin-7-yl)naphthalene-2-olcarboxylate C12COCC(CC1)N2CCCOC2=NC1=C(C(=CC(=C1C(=N2)N2C[C@H]1CC[C@@H](C2)N1)F)C=1C=C(C(=C2C=CC=CC12)C(=O)[O-])O)F